CC1(N(CCC1)CCC(=O)NC=1C=C(C(=NC1)C)NC(=O)C=1C=NN2C1SC(=C2)C=2C=NN(C2)CCOC)C N-(5-(3-(2,2-dimethylpyrrolidin-1-yl)propanamido)-2-methyl-pyridin-3-yl)-2-(1-(2-methoxyethyl)-1H-pyrazol-4-yl)pyrazolo[5,1-b]thiazole-7-carboxamide